CS(=O)C1=CC=C(O1)C(=O)N 5-methylsulfinyl-furan-2-carboxamide